2-(4-ethoxyphenyl)-4-(piperidin-1-yl)-1H-pyrrolo[2,3-b]pyridine C(C)OC1=CC=C(C=C1)C1=CC=2C(=NC=CC2N2CCCCC2)N1